BrC=1C(=NC(=NC1)NC(C)(C)C)C=1OC=C(C1)C 5-bromo-N-(tert-butyl)-4-(4-methylfuran-2-yl)pyrimidin-2-amine